tertiary butylperoxyisopropylbenzene C(C)(C)(C)OOC1=C(C=CC=C1)C(C)C